FC1(C2CC(CC(C1)N2)N(C2=CC=C1C(=N2)OCC=2C=C(C=CC21)N2N=CC=N2)C)F 6,6-difluoro-N-methyl-N-[8-(1,2,3-triazol-2-yl)-6H-isochromeno[3,4-b]pyridin-3-yl]-8-azabicyclo[3.2.1]octan-3-amine